C(#N)/C=C/C(=O)N(C(C)C)OCC (E)-3-cyano-N-ethoxy-N-isopropyl-prop-2-enamide